FC1=C(C(=C2N=C(N(C2=O)C)C)F)C=CC(=C1)O difluoro-4-hydroxybenzylidene-1,2-dimethyl-1H-imidazol-5(4H)-one